C(#N)C=1C=C(C=C(C1)F)N1N=CC(=C1)[C@H](C(=O)NC1=CC(=NN1)C1CC1)C (R)-2-(1-(3-cyano-5-fluorophenyl)-1H-pyrazol-4-yl)-N-(3-cyclopropyl-1H-pyrazol-5-yl)propanamide